C(#N)C(C1C=C(OC(=C1)C=CC1=CC=C(C=C1)N(C)C)C)C#N 4-(dicyanomethyl)-2-methyl-6-(4-dimethylaminostyryl)-4H-pyran